C(CCCCCCCCCCCCC)(=O)[O-] myristat